C1=CC(=C(C=C1Cl)Cl)Br 2,4-dichlorobromobenzene